ClC1=CC=C(C=C1)C(N1C[C@@H](N(C[C@H]1C)C1=CC(N(C=2C=CC(=NC12)C#N)C)=O)C)C1=CC=C(C=C1)F 8-[(2S,5R)-4-[(4-chlorophenyl)(4-fluorophenyl)methyl]-2,5-dimethylpiperazin-1-yl]-5-methyl-6-oxo-5,6-dihydro-1,5-naphthyridine-2-carbonitrile